2-[Bis-(4-diethylamino-phenyl)-methyl]benzene-1,4-disulfonic acid C(C)N(C1=CC=C(C=C1)C(C1=C(C=CC(=C1)S(=O)(=O)O)S(=O)(=O)O)C1=CC=C(C=C1)N(CC)CC)CC